5-(4-{4-[(cyclopropylmethyl)carbamoyl]-1H-1,2,3-triazol-1-yl}butyl)-N-(pyridin-2-ylmethyl)-1,3,4-thiadiazole-2-carboxamide C1(CC1)CNC(=O)C=1N=NN(C1)CCCCC1=NN=C(S1)C(=O)NCC1=NC=CC=C1